(L)-1-[1,4']Bipiperidinyl-1'-yl-2-(2-chloro-9H-purin-6-ylamino)-4-[4-(2-oxo-1,4-dihydro-2H-quinazolin-3-yl)-piperidin-1-yl]-butane-1,4-dione N1(CCCCC1)C1CCN(CC1)C([C@H](CC(=O)N1CCC(CC1)N1C(NC2=CC=CC=C2C1)=O)NC1=C2N=CNC2=NC(=N1)Cl)=O